FC1([C@@H]([C@@H](N(C1)C(=O)[C@H]1OCC1)CC=1C(=C(C=CC1)C1=CC(=CC(=C1)F)F)F)NS(=O)(=O)CC)F N-{(2S,3R)-4,4-difluoro-1-((2S)-oxetane-2-carbonyl)-2-[(2,3',5'-trifluoro[1,1'-biphenyl]-3-yl)methyl]pyrrolidin-3-yl}-ethanesulfonamide